N1(N=CN=C1)C1=CC=C(C=C1)NC(C1=CC(=C(C(=C1)C=O)O)F)=O N-(4-(1H-1,2,4-triazol-1-yl)phenyl)-3-fluoro-5-formyl-4-hydroxybenzamide